ClC=1C(N(N=CC1Cl)C1CCC(CC1)NC1=CC=C(C=C1)F)=O 4,5-dichloro-2-[4-(4-fluoroanilino)cyclohexyl]pyridazin-3-one